C(CC)NC1=CC=C(C=C1)C(F)(F)F N-propyl-4-(trifluoromethyl)aniline